4-fluoro-3-methoxy-6-nitro-3,4-dihydro-2H-isoquinolin-1-one FC1C(NC(C2=CC=C(C=C12)[N+](=O)[O-])=O)OC